ethyl 5-amino-1-(4-methoxybenzyl)-3-(pyridazin-4-yl)-1H-pyrazole-4-carboxylate NC1=C(C(=NN1CC1=CC=C(C=C1)OC)C1=CN=NC=C1)C(=O)OCC